IC1=CC2=C([C@@]3(OCC2)C[C@H](NCC3)C=3N=NN(C3)C)S1 (2S,4S)-2'-iodo-2-(1-methyl-1H-1,2,3-triazol-4-yl)-4',5'-dihydro-spiro[piperidine-4,7'-thieno[2,3-c]pyran]